2,2-bis[4'-(4-aminophenoxy)phenyl]propane NC1=CC=C(OC2=CC=C(C=C2)C(C)(C)C2=CC=C(C=C2)OC2=CC=C(C=C2)N)C=C1